ClC=1C=C(C=CC1Cl)NC(=O)NC1=NC(=CC(=N1)NCCCN(C)C)C (3,4-dichlorophenyl)-3-(4-(3-(dimethylamino)propylamino)-6-methylpyrimidin-2-yl)urea